COC1=CC2=C(OCO2)C=C1 5-Methoxy-1,3-benzodioxolane